ClC1=C(C(=CC=C1)Cl)NC(CSC=1NC=C(N1)C(=O)O)=O 2-((2-((2,6-dichlorophenyl)amino)-2-oxoethyl)thio)-1H-imidazole-4-carboxylic acid